CS(=O)(=O)C=1SC2=C(N1)C=CC=C2 2-(methylsulfonyl)benzothiazole